2-methoxy-4-(6-(4-hexanamidothiophen-2-yl)pyrazin-2-yl)-N-(1H-tetrazol-5-yl)benzamide COC1=C(C(=O)NC2=NN=NN2)C=CC(=C1)C1=NC(=CN=C1)C=1SC=C(C1)NC(CCCCC)=O